C(C)(C)(C)OC(=O)N1C[C@@H]2COCC3=C(N2CC1)C=CC(=C3)[N+](=O)[O-] (R)-9-nitro-1,2,4a,5-tetrahydro-7H-benzo[e]pyrazino[2,1-c][1,4]oxazepine-3(4H)-carboxylic acid tert-butyl ester